N1=CC=CC2=NC(=CC=C12)O [1,5]naphthyridin-6-ol